C(#N)C1=C(N(C2=NC(=CC(=C21)C2=C(C(=CC=C2C)O)C)C(=O)N)C)C (P)-3-cyano-4-(3-hydroxy-2,6-dimethylphenyl)-1,2-dimethyl-1H-pyrrolo[2,3-b]pyridine-6-carboxamide